N-(3-fluoro-1-methyl-pyrazol-4-yl)-5-[2-methyl-5-[[(1S,5R,7s)-3-oxa-9-azabicyclo[3.3.1]nonan-7-yl]oxy]-4-pyridyl]pyrazolo[1,5-a]pyridin-2-amine FC1=NN(C=C1NC1=NN2C(C=C(C=C2)C2=CC(=NC=C2OC2C[C@@H]3COC[C@H](C2)N3)C)=C1)C